N1C2(C=C3C1=CNC=C3)CNCCC2 1',6'-Dihydrospiro[piperidine-3,2'-pyrrolo[2,3-c]pyridine]